C(=C)C1(CC=C(N=C1)C1=NC=CC=C1)C=C 5,5-divinyl-2,2-bipyridyl